[(5R,6S,6aR)-6-benzyloxy-5-[[tert-butyl(diphenyl)silyl]oxymethyl]-2,2-dimethyl-6,6a-dihydro-3aH-furo[2,3-d][1,3]dioxol-5-yl]methanol C(C1=CC=CC=C1)O[C@@H]1[C@](OC2OC(O[C@@H]21)(C)C)(CO[Si](C2=CC=CC=C2)(C2=CC=CC=C2)C(C)(C)C)CO